NC(CN1CCC(CC1)C=1C=C2C(=C(N(C2=CC1)P(OCC[Si](C)(C)C)(OCC[Si](C)(C)C)=O)C=1C(=C(C=2N(C1)N=CN2)C)C)C(C)C)=O bis(2-(trimethylsilyl)ethyl) (5-(1-(2-amino-2-oxoethyl) piperidin-4-yl)-2-(7,8-dimethyl-[1,2,4]triazolo[1,5-a]pyridin-6-yl)-3-isopropyl-1H-indol-1-yl)phosphonate